C(C)C(CCC(C(C(C(=O)[O-])(CCC(CC)(CC)C)CCC(CC)(CC)C)(O)C(=O)[O-])C(=O)[O-])(CC)C Tri(3-ethyl-3-methyl-1-pentyl)citrat